C(C)C(C(=O)[O-])CCCC.C(C)C(C(=O)[O-])CCCC.[Sn+2] tin bis[2-ethyl hexanoate]